2-[6-amino-5-[8-[2-[3-(2-methyl-2,6-diazaspiro[3.4]octan-6-yl)prop-1-ynyl]-4-pyridyl]-3,8-diazabicyclo[3.2.1]octan-3-yl]pyridazin-3-yl]phenol NC1=C(C=C(N=N1)C1=C(C=CC=C1)O)N1CC2CCC(C1)N2C2=CC(=NC=C2)C#CCN2CC1(CN(C1)C)CC2